3-(dimethylamino)-1-(2-(4-fluorophenyl)-3-(4,4,5,5-tetramethyl-1,3,2-dioxaborolan-2-yl)-6,7-dihydropyrazolo[1,5-a]pyrazin-5(4H)-yl)propan-1-one CN(CCC(=O)N1CC=2N(CC1)N=C(C2B2OC(C(O2)(C)C)(C)C)C2=CC=C(C=C2)F)C